5-[6-fluoro-5-[[4-methyl-6-(methylamino)pyrimidin-2-yl]amino]-2,3-dihydrobenzofuran-7-yl]-2-methyl-2,3,4,7-tetrahydroazepine-1-carboxylic acid tert-butyl ester C(C)(C)(C)OC(=O)N1C(CCC(=CC1)C1=C(C(=CC=2CCOC21)NC2=NC(=CC(=N2)C)NC)F)C